6-chloro-5'-(5-chloro-2-methylphenyl)-2'-(6-(dimethylamino)-4-methoxypyridin-3-yl)-3'-isopropyl-3'H-spiro[indoline-3,4'-pyrrolo[3,4-d]imidazole]-2,6'(5'H)-dione ClC1=CC=C2C(=C1)NC(C21N(C(C=2N=C(N(C21)C(C)C)C=2C=NC(=CC2OC)N(C)C)=O)C2=C(C=CC(=C2)Cl)C)=O